ClC1=CC2=C(N3C(C=4C=CC=NC24)=NC2=C3C=CC=C2)C=C1 6-chlorobenzoimidazo[2,1-f]benzo[h][1,6]naphthyridine